[(3S*,4R*)-4-(3-methoxyphenyl) tetrahydropyran-3-yl]-methyl methanesulfonate CS(=O)(=O)OC[C@@H]1COCC[C@H]1C1=CC(=CC=C1)OC |o1:6,11|